NCC1(CCN(CC1)C=1N=CC(=NC1)SC=1C(=C(C(=O)NS(=O)(=O)C2=NC=CC=C2)C=CC1)Cl)C 3-((5-(4-(aminomethyl)-4-methylpiperidin-1-yl)pyrazin-2-yl)thio)-2-chloro-N-(pyridin-2-ylsulfonyl)benzamide